(6Ar,10aR)-3-(2-hexyl-1,3-dioxolan-2-yl)-6,6,9-trimethyl-6a,7,10,10a-tetrahydrobenzo[c]chromen-1-ol C(CCCCC)C1(OCCO1)C=1C=C(C=2[C@H]3[C@H](C(OC2C1)(C)C)CC=C(C3)C)O